N-(4,5-Dimethoxy-2-((4-(2-(methylamino)ethyl)phenyl)carbamoyl)phenyl)-8-hydroxyquinoline-3-carboxamide trifluoroacetate salt FC(C(=O)O)(F)F.COC1=CC(=C(C=C1OC)NC(=O)C=1C=NC2=C(C=CC=C2C1)O)C(NC1=CC=C(C=C1)CCNC)=O